C1(CCC(CC1)C(C)C)(C)OC(CCO)C 3-(1-menthoxy)butan-1-ol